C(#C)C=1C(=CC=C2C=CC=C(C12)C1=C(C=C2C(=NC(=NC2=C1F)OCC12CCCN2CCC1)N1C[C@@H](N(CC1)C(C(=C)F)=O)CC#N)F)F 2-((2S)-4-(7-(8-ethynyl-7-fluoronaphthalen-1-yl)-6,8-difluoro-2-((tetrahydro-1H-pyrrolizin-7a(5H)-yl)methoxy)quinazolin-4-yl)-1-(2-fluoroacryloyl)piperazin-2-yl)acetonitrile